BrC1=CC(=C(O[C@H](C(=O)O)C)C=C1)C1CCC1 (2S)-2-(4-bromo-2-cyclobutylphenoxy)propionic acid